COC1=C(CCC2=NC=3N(C(N(C(C3N2)=O)CC#C)=O)CCCCP(OCC)(OCC)=O)C=CC=C1 Diethyl (4-(8-(2-Methoxyphenethyl)-2,6-dioxo-1-(prop-2-yn-1-yl)-1,2,6,7-tetrahydro-3H-purin-3-yl)butyl)phosphonate